N-(furan-2-ylmethyl)-2-((6-oxo-6H-benzo[c]benzopyran-3-yl)oxy)acetamide O1C(=CC=C1)CNC(COC1=CC2=C(C3=C(C(O2)=O)C=CC=C3)C=C1)=O